1-(2-amino-6-bromo-4-chloropyrazolo[1,5-a]pyridin-3-yl)-2-chloroethan-1-one NC1=NN2C(C(=CC(=C2)Br)Cl)=C1C(CCl)=O